tert-butyl 2,6,8-trifluoro-10H-indeno[1,2-b]indole-5-carboxylate FC=1C=C2CC3=C(N(C=4C(=CC(=CC34)F)F)C(=O)OC(C)(C)C)C2=CC1